O1[C@H](COC2=C1C=CC=C2)C(=O)OC methyl (R,S)-1,4-benzodioxane-2-carboxylate